(R)-8-(1-((4-fluoro-2-(hydroxymethyl)phenyl)amino)ethyl)-3,6-dimethyl-2-morpholinoquinazolin-4(3H)-one FC1=CC(=C(C=C1)N[C@H](C)C=1C=C(C=C2C(N(C(=NC12)N1CCOCC1)C)=O)C)CO